C(C)(C)NCC(CO)O 3-(iso-propylamino)propane-1,2-diol